C(#N)C=1N=C(C2=C(N1)SC=C2)C2C(C2)C2=CC=C(C(=O)N(C)C1C[C@H]3CC[C@@H](C1)N3C(=O)OC(C)(C)C)C=C2 Tert-butyl (1R,3s,5S)-3-(4-(2-(2-cyanothieno[2,3-d]pyrimidin-4-yl)cyclopropyl)-N-methylbenzamido)-8-azabicyclo[3.2.1]octane-8-carboxylate